COCCOC1=CC=CC(=N1)CCN 2-(6-(2-methoxyethoxy)pyridin-2-yl)ethan-1-amine